O1CCOC2=NC=C(C=C21)S(=O)(=O)N2CC1=C(C2)CN(C1)C(C(CO)C1=CC=CC=C1)=O 1-(5-((2,3-dihydro-[1,4]dioxino[2,3-b]pyridin-7-yl)sulfonyl)-3,4,5,6-tetrahydropyrrolo[3,4-c]pyrrol-2(1H)-yl)-3-hydroxy-2-phenylpropan-1-one